2,N2,N6,N6-tetraphenylnaphthalene-2,6-diamine C1(=CC=CC=C1)C1(CC2=CC=C(C=C2C=C1)N(C1=CC=CC=C1)C1=CC=CC=C1)NC1=CC=CC=C1